FC1(C(CN(CC1)[C@H](C(=O)NC=1N=C2N(C1)[C@H](CC2)C2=CC(=CC(=C2)F)F)C)C=2N=CC(NC2)=O)F (2S)-2-(4,4-difluoro-3-(5-oxo-4,5-dihydropyrazin-2-yl)piperidin-1-yl)-N-((R)-5-(3,5-difluorophenyl)-6,7-dihydro-5H-pyrrolo[1,2-a]imidazol-2-yl)propanamide